FC=1C=C(C=CC1)C=1SC=C(N1)S(=O)(=O)C1=CC=C(C=C1)CNC(=O)C1=CC=2C(=CN=CC2)S1 N-({4-[2-(3-fluorophenyl)-1,3-thiazole-4-sulfonyl]phenyl}methyl)thieno[2,3-c]pyridine-2-carboxamide